4',7-dihydroxyflavanol OC1=CC=C(C2OC3=CC(=CC=C3CC2O)O)C=C1